3-(1-tert-butylpyrazol-3-yl)-4-[4-(trifluoromethoxy)piperidine-1-carbonyl]benzonitrile C(C)(C)(C)N1N=C(C=C1)C=1C=C(C#N)C=CC1C(=O)N1CCC(CC1)OC(F)(F)F